ClC=1C=CC(=C(C1)[C@H](CC1=NC(=NC(=N1)N[C@@H](CO)CC(C)C)NS(=O)(=O)C)C)F N-(4-((S)-2-(5-Chloro-2-fluorophenyl)propyl)-6-(((R)-1-hydroxy-4-methylpentan-2-yl)amino)-1,3,5-triazin-2-yl)methanesulfonamide